N-(2-fluoro-4-(4,4,5,5-tetramethyl-1,3,2-dioxaborolan-2-yl)phenyl)methanesulfonamide FC1=C(C=CC(=C1)B1OC(C(O1)(C)C)(C)C)NS(=O)(=O)C